C([C@@H]1[C@H]([C@@H]([C@H]([C@H](O1)O[C@]2([C@H]([C@@H]([C@H](O2)CCl)O)O)CCl)O)O)O)O 1',6'-dichloro-1',6'-dideoxysucrose